CN(C(OCC1=CC=CC=C1)=O)C1(CC2=C(SC=C2)C1)C benzyl methyl(5-methyl-5,6-dihydro-4H-cyclopenta[b]thiophen-5-yl)carbamate